N-(3-(2-fluorophenyl)-2-methylquinolin-6-yl)-4-hydroxyhexanamide FC1=C(C=CC=C1)C=1C(=NC2=CC=C(C=C2C1)NC(CCC(CC)O)=O)C